ClC=1C(=NC(=NC1)N[C@@H]1CC[C@H](CC1)NC(C)=O)C=1C=NN(C1)C1CC1 trans-N-((1r,4r)-4-((5-chloro-4-(1-cyclopropyl-1H-pyrazol-4-yl)pyrimidin-2-yl)amino)cyclohexyl)acetamide